COC([C@H](CO)C)=O (2S)-3-hydroxy-2-methyl-propionic acid methyl ester